C(C1=CC=CC=C1)C=1C(=C(C=CC1)O)OCC(C)C benzyl-isobutoxyphenol